3-{4-[(2-cyclopropylethyl)[(1r,4r)-4-[(2-methoxyethyl)amino]cyclohexyl]amino]-1-oxo-3H-isoindol-2-yl}piperidine-2,6-dione C1(CC1)CCN(C1=C2CN(C(C2=CC=C1)=O)C1C(NC(CC1)=O)=O)C1CCC(CC1)NCCOC